C(#N)C=1C=C(C(=NC1N1N=CC=N1)C)NC(OC(C)(C)C)=O tert-butyl (5-cyano-2-methyl-6-(2H-1,2,3-triazol-2-yl)pyridin-3-yl)carbamate